5-(3-methoxybenzyl)pyridin-2-amine COC=1C=C(CC=2C=CC(=NC2)N)C=CC1